NC1=C2CCCC2=CC=C1C(=O)O 4-amino-2,3-dihydro-1H-indene-5-carboxylic acid